(R)-1-(3-bromo-1-methyl-5-(3-methylmorpholinyl)-1H-pyrazolo[4,3-b]pyridin-7-yl)cyclopropanenitrile BrC1=NN(C=2C1=NC(=CC2C2(CC2)C#N)N2[C@@H](COCC2)C)C